FC(N1N=C(C=C1)B(O)O)F N-difluoromethyl-pyrazoleboronic acid